1-(5-(Benzo[d][1,2,3]thiadiazol-6-yl)-6-(6-methylpyridin-2-yl)-2,3-dihydro-1H-imidazo[1,2-a]imidazol-1-yl)ethan-1-one S1N=NC2=C1C=C(C=C2)C2=C(N=C1N2CCN1C(C)=O)C1=NC(=CC=C1)C